FC1([C@H]2[C@@H](N([C@@H](C1)CC2)C(=O)C2(C1=CC=CC=C1C=1C=CC=CC21)O)C(=O)N[C@H](C[C@H]2C(NCC2)=O)\C=C(/S(=O)(=O)C)\F)F (1R,3R,4R)-5,5-difluoro-N-((R,Z)-4-fluoro-4-(methylsulfonyl)-1-((S)-2-oxopyrrolidin-3-yl)but-3-en-2-yl)-2-(9-hydroxy-9H-fluorene-9-carbonyl)-2-azabicyclo[2.2.2]octane-3-carboxamide